C1(CCCC1)CC1=NC=C(C=N1)COC1=CC=C(C=C1)C=1C=C(C(NC1C(F)(F)F)=O)C(=O)N 5-(4-((2-(cyclopentylmethyl)pyrimidin-5-yl)methoxy)phenyl)-2-oxo-6-(trifluoromethyl)-1,2-dihydropyridine-3-carboxamide